(4aR,8aS)-6-[6-[[5-(trifluoromethylsulfonyl)-3-pyridyl]methyl]-2-azaspiro[3.3]heptane-2-carbonyl]-4,4a,5,7,8,8a-hexahydropyrido[4,3-b][1,4]oxazin-3-one FC(S(=O)(=O)C=1C=C(C=NC1)CC1CC2(CN(C2)C(=O)N2C[C@@H]3[C@@H](OCC(N3)=O)CC2)C1)(F)F